3,5-Bis(trifluoromethyl)benzoic acid FC(C=1C=C(C(=O)O)C=C(C1)C(F)(F)F)(F)F